2-[4-(hydroxyethyl)piperazin-1-yl]ethanesulfonic acid OCCN1CCN(CC1)CCS(=O)(=O)O